ClC1=C2C(=CNC2=C(C=C1F)Cl)C=1CN(CCC1)C(=O)OC(C)(C)C Tert-butyl 3-(4,7-dichloro-5-fluoro-1H-indol-3-yl)-5,6-dihydro-2H-pyridine-1-carboxylate